N-[(1R,3S)-3-{[6-chloro-2-(trifluoromethyl)quinolin-4-yl]amino}cyclohexyl]imidazo[1,2-a]pyridine-6-carboxamide ClC=1C=C2C(=CC(=NC2=CC1)C(F)(F)F)N[C@@H]1C[C@@H](CCC1)NC(=O)C=1C=CC=2N(C1)C=CN2